COC1=C(C=NC=C1C#N)SCC1=CC=C(C=C1)OC 4-Methoxy-5-((4-methoxybenzyl)thio)nicotinonitrile